[5-chloro-1-methyl-6-(pyrimidin-2-yl)-1H-pyrrolo[2,3-b]pyridin-3-yl][(2R,6R)-1-(5-fluoro-3-iodopyridin-2-yl)-2,6-dimethylpiperidin-4-yl]methanone monophosphate P(=O)(O)(O)O.ClC=1C=C2C(=NC1C1=NC=CC=N1)N(C=C2C(=O)C2C[C@H](N([C@@H](C2)C)C2=NC=C(C=C2I)F)C)C